ClC=1C=C2C=C(NC2=CC1OCC=1N=CSC1)CNC(=O)C1CC1 N-((5-chloro-6-(thiazol-4-ylmethoxy)-1H-indol-2-yl)methyl)cyclopropanecarboxamide